3-amino-6-(3-methylimidazo[1,2-a]pyridin-6-yl)-5-(oxazol-2-yl)-N-(pyrrolidin-2-ylmethyl)pyrazine-2-carboxamide NC=1C(=NC(=C(N1)C=1OC=CN1)C=1C=CC=2N(C1)C(=CN2)C)C(=O)NCC2NCCC2